ClC(C(=O)NC1=CC=C(C=C1)C1=NN(C=C1)C)=C (S)-2-Chloro-N-(4-(1-methyl-1H-pyrazol-3-yl)phenyl)propenamide